C(C)(=O)NCC(=O)OC(C)OC(N(C)[C@]1(C(CCCC1)=O)C1=C(C=CC=C1)Cl)=O 1-((((S)-1-(2-chlorophenyl)-2-oxocyclohexyl)(methyl)carbamoyl)oxy)ethyl acetylglycinate